Flavon O1C(=CC(=O)C2=CC=CC=C12)C1=CC=CC=C1